tert-butyl (3-(5-((4-(4-cyano-6-methylpyrimidin-2-yl)piperazin-1-yl)sulfonyl)indoline-1-carbonyl)phenethyl)carbamate C(#N)C1=NC(=NC(=C1)C)N1CCN(CC1)S(=O)(=O)C=1C=C2CCN(C2=CC1)C(=O)C=1C=C(CCNC(OC(C)(C)C)=O)C=CC1